C(CCC(=O)OCN(C1(CC1)C#N)C(C1=C(C=CC(=C1)C=1C=NN(C1)C=1N(N=C(C1C(F)(F)F)C(C(F)(F)F)(F)F)C)Cl)=O)(=O)OC(C)(C)C tert-Butyl [{2-chloro-5-[2'-methyl-5'-(pentafluoroethyl)-4'-(trifluoromethyl)-2'H-[1,3'-bipyrazol]-4-yl]benzoyl}(1-cyanocyclopropyl)amino]methyl butanedioate